isobutyl-carbazole C(C(C)C)C1=CC=CC=2C3=CC=CC=C3NC12